(2R,4S)-N-((2S)-1-((2-amino-6,7-dihydro-5H-cyclopenta[b]pyridin-5-yl)amino)-1-oxopropan-2-yl)-4-(3-chloro-4-(trifluoromethoxy)benzyl)pyrrolidine-2-carboxamide NC1=CC=C2C(=N1)CCC2NC([C@H](C)NC(=O)[C@@H]2NC[C@H](C2)CC2=CC(=C(C=C2)OC(F)(F)F)Cl)=O